BrC=1C=C(C(=O)OC)C=CC1CN[C@H](CO)CC Methyl (S)-3-bromo-4-(((1-hydroxybutan-2-yl)amino)methyl)benzoate